N-[(1R,3S)-3-(hydrazinocarbonyl)cyclohexyl]-N-methyl-3-(trifluoromethyl)benzamide N(N)C(=O)[C@@H]1C[C@@H](CCC1)N(C(C1=CC(=CC=C1)C(F)(F)F)=O)C